C(CCC)(=O)ON1C=NC=C1 imidazol-1-yl butyrate